N[C@H](CO)C1=CC(=C(C=C1)Cl)C1=CN=CN1C(F)F (S)-2-amino-2-(4-chloro-3-(1-(difluoromethyl)-1H-imidazol-5-yl)phenyl)ethan-1-ol